FCC1=CC=C(C=C1)C=1C=C(C(N(N1)C=1C=NC=CC1)=O)C(=O)O 6-[4-(fluoromethyl)phenyl]-3-oxo-2-(pyridin-3-yl)-2,3-dihydropyridazine-4-carboxylic acid